N1C=CC=2C1=NC=CC2C=2C=NN(C2)C2(CCCC2)CC#N {1-[4-(1H-pyrrolo[2,3-b]pyridin-4-yl)-1H-pyrazol-1-yl]cyclopentyl}acetonitrile